(S)-3-(benzo[d][1,3]dioxolan-5-yl)-6-((1-phenylethyl)amino)-4H-pyrano[2,3-c]pyridin-4-one O1COC2=C1C=CC(=C2)C=2C(C=1C(=CN=C(C1)N[C@@H](C)C1=CC=CC=C1)OC2)=O